NC=1SC=CC1C#N 2-amino-3-cyano-thiophene